mercaptopropionic acid dodecylester C(CCCCCCCCCCC)OC(C(C)S)=O